2-propionyl-3-(4-isopropylphenyl)-tropane C(CC)(=O)C1[C@H]2CC[C@@H](CC1C1=CC=C(C=C1)C(C)C)N2C